NC1=CC=C2C(CC3(C2=C1)CC(C1=CC=C(C=C13)N)(C)C)(C)C 6,6'-diamino-3,3,3',3'-tetramethyl-1,1'-spirobiindane